1-(3-(tert-butyl)-1-phenyl-1H-pyrazol-5-yl)-3-(2-(ethylsulfanyl)-4-((3-keto-3,4-dihydropyrido[2,3-b]pyrazin-8-yl)oxy)phenyl)urea C(C)(C)(C)C1=NN(C(=C1)NC(=O)NC1=C(C=C(C=C1)OC1=CC=NC=2NC(C=NC21)=O)SCC)C2=CC=CC=C2